COCOC1=C(C=CC(=C1)C=1C=NN(C1)C1OCCCC1)N1N=CC2=C1C=C(S2)N(C2C[C@H]1CC[C@@H](C2)N1C(=O)OC(C)(C)C)C tert-butyl (1R,3R,5S)-3-([1-[2-(methoxymethoxy)-4-[1-(oxan-2-yl)pyrazol-4-yl]phenyl]thieno[3,2-c]pyrazol-5-yl](methyl)amino)-8-azabicyclo[3.2.1]octane-8-carboxylate